(R)-6-(2-(2',3'-dichloro-[1,1'-biphenyl]-3-yl)-2-hydroxyacetyl)-2-(1-phenylcyclopropyl)-3,5,6,7,8,9-hexahydro-4H-pyrimido[5,4-c]azepin-4-one ClC1=C(C=CC=C1Cl)C1=CC(=CC=C1)[C@H](C(=O)N1CC2=C(CCC1)N=C(NC2=O)C2(CC2)C2=CC=CC=C2)O